1-(1-Bromoethyl)-3-nitrobenzene BrC(C)C1=CC(=CC=C1)[N+](=O)[O-]